N=[Cu]Br iminocopper bromide